BrC=1C(=C(C=C(C1)C)C(CC(=O)C1CC2=CC=CC=C2C1)=O)O 1-(3-Bromo-2-hydroxy-5-methyl-phenyl)-3-indan-2-yl-propane-1,3-dione